N-(6-(1-cyanocyclopropyl)imidazo[2,1-b][1,3,4]thiadiazol-2-yl)-4-(2-methoxyphenyl)-6-methylnicotinamide C(#N)C1(CC1)C=1N=C2SC(=NN2C1)NC(C1=CN=C(C=C1C1=C(C=CC=C1)OC)C)=O